7-Methylbenzothiazol-6-amine CC1=C(C=CC=2N=CSC21)N